N[C@]1(CN(CC1)C1=NN2C(S1)=NC=C2C2=C(C=C(C=C2)F)OC)CO (R)-(3-amino-1-(5-(4-fluoro-2-methoxyphenyl)imidazo[2,1-b][1,3,4]thiadiazol-2-yl)pyrrolidin-3-yl)methanol